tert-butyl (1R,5S)-3-(7-chloro-8-fluoro-2-(((2R,4R)-4-fluoro-1,2-dimethylpyrrolidin-2-yl)methoxy)pyrido[4,3-d]pyrimidin-4-yl)-3,8-diazabicyclo[3.2.1]octane-8-carboxylate ClC1=C(C=2N=C(N=C(C2C=N1)N1C[C@H]2CC[C@@H](C1)N2C(=O)OC(C)(C)C)OC[C@@]2(N(C[C@@H](C2)F)C)C)F